BrC=1C=NC(=NC1)N1CCN(CC1)C(=O)C=1C=C(CN2N=C3C(=CC=CC3=C2)C(=O)N)C=CC1 2-(3-(4-(5-bromopyrimidin-2-yl)piperazine-1-carbonyl)benzyl)-2H-indazole-7-carboxamide